FC=1C=C2C(N([C@@]3(C(N([C@H](C3)C)C)=O)C2=CC1)CC1=CC=C(C=C1)OC)=O |o1:6,9| rel-(1r,5's)-5-fluoro-2-(4-methoxybenzyl)-1',5'-dimethyl-spiro[isoindoline-1,3'-pyrrolidine]-2',3-dione